6-chloro-7-(2-fluoro-6-hydroxyphenyl)-1-(6-methyl-3-(2-propanyl)-2-pyridinyl)-4-((2S)-2-methyl-4-(2-propenoyl)-1-piperazinyl)pyrido[2,3-d]pyrimidin-2(1H)-one ClC1=CC2=C(N(C(N=C2N2[C@H](CN(CC2)C(C=C)=O)C)=O)C2=NC(=CC=C2C(C)C)C)N=C1C1=C(C=CC=C1O)F